4-(bromomethyl)-2-ethoxypyridine BrCC1=CC(=NC=C1)OCC